3-(1-((tert-butyldiphenylsilyl)oxy)ethyl)-4-(3-(chloromethyl)-5-methylthiophen-2-yl)-5-methyl-4H-1,2,4-triazole [Si](C1=CC=CC=C1)(C1=CC=CC=C1)(C(C)(C)C)OC(C)C1=NN=C(N1C=1SC(=CC1CCl)C)C